methylolstearic amide C(O)C(C(=O)N)CCCCCCCCCCCCCCCC